(1R,2S,5S)-2-((3-bromo-2-chloro-4-fluoro-6-(methoxycarbonyl)phenoxy)methyl)-3,8-diazabicyclo[3.2.1]octane-8-carboxylic acid tert-butyl ester C(C)(C)(C)OC(=O)N1[C@H]2[C@H](NC[C@@H]1CC2)COC2=C(C(=C(C=C2C(=O)OC)F)Br)Cl